CON(C(=O)C1[C@H]2CN(C[C@@H]12)C1=NC2=C(C=C(C=C2C(N1C)=O)C)C(C)NC1=C(C(=O)O)C=CC=C1)C 2-((1-(2-((1R,5S,6R)-6-(methoxy(methyl)carbamoyl)-3-azabicyclo[3.1.0]hexan-3-yl)-3,6-dimethyl-4-oxo-3,4-dihydroquinazolin-8-yl)ethyl)amino)benzoic acid